(4-(1-(difluoromethyl)-1H-benzo[d]imidazol-2-yl)piperidin-1-yl)(1-(3-fluorophenyl)-3-methyl-1H-indazol-5-yl)methanone FC(N1C(=NC2=C1C=CC=C2)C2CCN(CC2)C(=O)C=2C=C1C(=NN(C1=CC2)C2=CC(=CC=C2)F)C)F